[Mg+2].C(CCCCCCCCCCCCC)(=O)[O-].[Mg+2].C(CCCCCCCCCCCCC)(=O)[O-].C(CCCCCCCCCCCCC)(=O)[O-].C(CCCCCCCCCCCCC)(=O)[O-] magnesium myristate magnesium salt